7-(4-Methylphenyl)-1-(3,4,5-trimethoxyphenyl)-3,4-dihydropyrrolo[1,2-a]pyrazine CC1=CC=C(C=C1)C=1C=C2N(CCN=C2C2=CC(=C(C(=C2)OC)OC)OC)C1